5-amino-9-chloro-2-(pyridin-2-yl)-7-(2-(4-(pyrimidin-2-yl)piperazin-1-yl)ethyl)-7H-pyrrolo[3,2-e][1,2,4]triazolo[1,5-c]pyrimidine-8-carboxamide NC1=NC2=C(C=3N1N=C(N3)C3=NC=CC=C3)C(=C(N2CCN2CCN(CC2)C2=NC=CC=N2)C(=O)N)Cl